6-chloro-L-tryptophan ClC=1C=C2NC=C(C[C@H](N)C(=O)O)C2=CC1